6,6-bis(((Z)-non-3-en-1-yl)oxy)hexanoic acid C(C\C=C/CCCCC)OC(CCCCC(=O)O)OCC\C=C/CCCCC